1,3,3-trichloro-1,3-disilacyclobutane Cl[SiH]1C[Si](C1)(Cl)Cl